tert-butyl(3-cyclopropylquinoline-8-yl) carbonate C(OC=1C=CC=C2C=C(C(=NC12)C(C)(C)C)C1CC1)([O-])=O